N[C@@H](CN1CCN(CC1)C1=CC2=C(CC(O2)(C)C)C=C1NC(=O)C=1C=NN2C1N=CC=C2)C (R)-N-(6-(4-(2-aminopropyl)piperazin-1-yl)-2,2-dimethyl-2,3-dihydrobenzofuran-5-yl)pyrazolo[1,5-a]pyrimidine-3-carboxamide